N-benzyl-2-(1-(4-(5-(trifluoromethyl)-1,2,4-oxadiazol-3-yl)phenyl)-1H-imidazol-4-yl)acetamide C(C1=CC=CC=C1)NC(CC=1N=CN(C1)C1=CC=C(C=C1)C1=NOC(=N1)C(F)(F)F)=O